4-Aminophenethylamine NC1=CC=C(CCN)C=C1